2-(2-(2-isopropylphenyl)-4-(4-methoxyphenethyl)piperazin-1-yl)-7-azaspiro[3.5]nonane C(C)(C)C1=C(C=CC=C1)C1N(CCN(C1)CCC1=CC=C(C=C1)OC)C1CC2(C1)CCNCC2